N1=C(C=CC2=CC=CC=C12)C(=O)O.N1CCC1 (azetidine) quinoline-2-carboxylate